ClCC([C@@H](C)NC(OC(C)(C)C)=O)=O tert-butyl N-[(1R)-3-chloro-1-methyl-2-oxo-propyl]carbamate